CN1C=NC2=C1C=C(C=C2)C(=O)OCCCN2N=C(C=1C(NCC3(CCOCC3)CC12)=O)CC 3-(3-ethyl-4-oxo-spiro[6,8-dihydro-5H-pyrazolo[4,3-c]azepine-7,4'-tetrahydropyran]-1-yl)propyl 3-methylbenzimidazole-5-carboxylate